FC1=C(CNC(=O)C=2C(C(=C3N(C4CC5=C(CN(C3=O)C4)C=C(C=C5)F)C2)O)=O)C=CC(=C1)F N-(2,4-difluorobenzyl)-10-fluoro-1-hydroxy-2,14-dioxo-2,7,12,14-tetrahydro-6H-6,13-methanobenzo[f]pyrido[1,2-a][1,4]diazonine-3-carboxamide